4-(2-Methoxyphenylethyl)morpholine COC1=C(C=CC=C1)CCN1CCOCC1